tert-butyl (2-(2-cyclopropyl-4-methoxyphenyl)-8-(methoxymethoxy)-3-(oxazol-5-ylmethyl)-4-oxo-3,4-dihydrobenzo[4,5]thieno[2,3-d]pyrimidin-7-yl)carbamate C1(CC1)C1=C(C=CC(=C1)OC)C=1N(C(C2=C(N1)SC1=C2C=CC(=C1OCOC)NC(OC(C)(C)C)=O)=O)CC1=CN=CO1